C(OC(C(CCCC)CC)OOC(C)(C)C)([O-])=O tert.butylperoxy-(2-ethylhexyl) carbonate